(terphenylyl)bis(diphenylfluorenyl)amine C1(=C(C=CC=C1)N(C1=C(C(=CC=2C3=CC=CC=C3CC12)C1=CC=CC=C1)C1=CC=CC=C1)C1=C(C(=CC=2C3=CC=CC=C3CC12)C1=CC=CC=C1)C1=CC=CC=C1)C=1C(=CC=CC1)C1=CC=CC=C1